5-bromo-3-(4-chloro-2-fluorophenyl)chroman-4-one BrC1=C2C(C(COC2=CC=C1)C1=C(C=C(C=C1)Cl)F)=O